BrC1=C(C=CC2=C1C=C(O2)C(=O)O)N2CCN(CC2)CC2=C(C=CC=C2F)Cl 4-bromo-5-[4-(2-chloro-6-fluoro-benzyl)-piperazin-1-yl]-benzofuran-2-carboxylic acid